ClC1=CC(=CC(=N1)C#N)C1=CN=C2N1N=C(C=C2)C(F)F 6-chloro-4-[6-(difluoromethyl)imidazo[1,2-b]pyridazin-3-yl]pyridine-2-carbonitrile